5-{(3R)-1-[cyclopropyl(2-methoxypyridin-3-yl)methyl]-5',6'-dihydrospiro[pyrrolidine-3,4'-pyrrolo[1,2-b]pyrazol]-2'-yl}-3-(trifluoromethyl)pyridin-2-amine C1(CC1)C(N1C[C@]2(CCN3N=C(C=C32)C=3C=C(C(=NC3)N)C(F)(F)F)CC1)C=1C(=NC=CC1)OC